5-(6-bromo-2-oxobenzo[ct]indol-1(2H)-yl)pyrimidine-2,4(3H,5H)-dione BrC=1C=2C3=C(C(N(C3=CC1)C1C(NC(N=C1)=O)=O)=O)C=CC2